2-(imidazol-1-yl)-N-[(3R)-1-methyl-6-oxopiperidin-3-yl]-5H,6H,7H-cyclopenta[d]pyrimidine-4-carboxamide N1(C=NC=C1)C=1N=C(C2=C(N1)CCC2)C(=O)N[C@H]2CN(C(CC2)=O)C